[Na+].P(=O)([O-])([O-])[O-].[Na+].[Na+] (phosphate) Sodium